tert-Butyl 4-(2-cyano-4-((4-(1-ethyl-3-(pyridin-3-yl)-1H-pyrazol-4-yl)pyrimidin-2-yl)amino)phenyl)piperazine-1-carboxylate C(#N)C1=C(C=CC(=C1)NC1=NC=CC(=N1)C=1C(=NN(C1)CC)C=1C=NC=CC1)N1CCN(CC1)C(=O)OC(C)(C)C